6-(4-(2-Fluoro-5-((8-methoxy-4-oxo-7-(prop-1-yn-1-yl)-3,4-dihydrophthalazin-1-yl)methyl)benzoyl)piperazin-1-yl)nicotinonitrile FC1=C(C(=O)N2CCN(CC2)C2=NC=C(C#N)C=C2)C=C(C=C1)CC1=NNC(C2=CC=C(C(=C12)OC)C#CC)=O